Trans-N-benzyl-4-(2-((1r,5s)-8-(2,3-dichlorophenyl)-3,8-diazabicyclo[3.2.1]oct-3-yl)ethyl)cyclohexan-1-amine C(C1=CC=CC=C1)N[C@@H]1CC[C@H](CC1)CCN1C[C@H]2CC[C@@H](C1)N2C2=C(C(=CC=C2)Cl)Cl